selenosilicate [Si]([Se-])([O-])([O-])[O-]